3-((11-(4-(pentafluoro-λ6-sulfanyl)phenyl)undec-10-yn-1-yl)thio)propyl hydrogen ((((R)-1-(6-amino-9H-purin-9-yl)propan-2-yl)oxy)methyl)phosphonate NC1=C2N=CN(C2=NC=N1)C[C@@H](C)OCP(OCCCSCCCCCCCCCC#CC1=CC=C(C=C1)S(F)(F)(F)(F)F)(O)=O